N-{5-[6-(5-chloro-2-fluorophenyl)-2H,3H,4H-pyrido[3,2-b][1,4]oxazin-8-yl]pyridin-3-yl}-3-(4-methylpiperazin-1-yl)propanamide ClC=1C=CC(=C(C1)C=1C=C(C=2OCCNC2N1)C=1C=C(C=NC1)NC(CCN1CCN(CC1)C)=O)F